BrC=1SC(=C(N1)C1=CC=C(C=C1)OC1CC1)CC(C)C 2-bromo-4-(4-cyclopropoxyphenyl)-5-isobutylthiazole